FC(C1=NN(C=C1[N+](=O)[O-])C(CC=O)CC=O)F 3-[3-(difluoromethyl)-4-nitro-pyrazol-1-yl]pentanedial